fluoro-1-methylpiperidin-4-amine FC1N(CCC(C1)N)C